1-hexadecyl-4-(2-hydroxyethyl)pyridine bromide salt [Br-].C(CCCCCCCCCCCCCCC)N1CC=C(C=C1)CCO